N2,N5-bis(4-(pyridin-4-ylamino)phenyl)pyridine-2,5-dicarboxamide N1=CC=C(C=C1)NC1=CC=C(C=C1)NC(=O)C1=NC=C(C=C1)C(=O)NC1=CC=C(C=C1)NC1=CC=NC=C1